FC=1C=C(C=CC1)CC1=CC=C(N=N1)N 6-[(3-Fluorophenyl)methyl]pyridazin-3-amine